FC(S=C(C1=CC=C(C=C1)Cl)[O-])F S-(difluoromethyl)-4-chlorobenzothioate